6-methoxy-8-[2-(5-methyl-2-phenyloxazol-4-yl)ethoxy]-2-(3-trifluoromethyl-benzyl)-3,4-dihydroisoquinolin-1(2H)-one COC=1C=C2CCN(C(C2=C(C1)OCCC=1N=C(OC1C)C1=CC=CC=C1)=O)CC1=CC(=CC=C1)C(F)(F)F